BrC1=CC=C2C3(CC=4C(=NOC4C2=C1)N)[C@@H]([C@H]3F)C (2S,3R)-8'-bromo-3-fluoro-2-methyl-4'H-spiro[cyclopropane-1,5'-naphtho[2,1-d][1,2]oxazol]-3'-amine